N-[(S)-(4,4-Difluorocyclohexyl)(5-{(1S)-3,3-difluoro-1-[(2-fluoro-2-methylpropyl)-carbamoyl]propyl}-4-fluoro-1H-benzimidazol-2-yl)methyl]-2-isopropyl-1,2,4-triazole-3-carboxamide FC1(CCC(CC1)[C@H](NC(=O)C=1N(N=CN1)C(C)C)C1=NC2=C(N1)C=CC(=C2F)[C@H](CC(F)F)C(NCC(C)(C)F)=O)F